CC1(CC(CO1)OC1=NN(C=C1NC=1N=CC2=C(N1)N(C(=C2)C#N)[C@H]2COC[C@@H]2C)C([2H])([2H])[2H])C 2-((3-((5,5-dimethyltetrahydrofuran-3-yl)oxy)-1-(methyl-d3)-1H-pyrazol-4-yl)amino)-7-((3r,4r)-4-methyltetrahydrofuran-3-yl)-7H-pyrrolo[2,3-d]pyrimidine-6-carbonitrile